ClC=1C(=NC=CN1)[C@H](C)NC([C@@H](C1=CC=CC=C1)O)=O (2R)-N-[(1S)-1-(3-chloropyrazin-2-yl)ethyl]-2-hydroxy-2-phenyl-acetamide